ClC=1C=C2C(=NC(=NC2=C(C1C1=CC=C(C2=C1N=C(S2)N)F)F)OC[C@]21CCCN1C[C@@H](C2)F)N2CCOCC(C2)(C)F 4-(6-chloro-8-fluoro-4-(6-fluoro-6-methyl-1,4-oxazepan-4-yl)-2-(((2R,7aS)-2-fluorotetrahydro-1H-pyrrolizin-7a(5H)-yl)methoxy)quinazolin-7-yl)-7-fluorobenzo[d]thiazol-2-amine